CCCCCC(=O)CC/C=C\\C=C\\C=C\\[C@H]([C@H](CCCC(=O)O)O)O The molecule is a C20 hydroxy fatty acid obtained by formal hydrogenation across the 13,-14-double bond of 15-oxolipoxin A4. It has a role as a human metabolite. It is an oxo fatty acid, a long-chain fatty acid, a trienoic fatty acid, an icosanoid and a hydroxy polyunsaturated fatty acid. It is a conjugate acid of a 13,14-dihydro-15-oxolipoxin A4(1-).